3-Methyl-2-(6-(((1-methylpyrrolidin-3-yl)amino)methyl)pyridazin-3-yl)-5-(trifluoromethyl)phenol dihydrochloride Cl.Cl.CC=1C(=C(C=C(C1)C(F)(F)F)O)C=1N=NC(=CC1)CNC1CN(CC1)C